5-tert-butyl-N-(4-methylpyridin-2-yl)-4-(pyridin-2-yl)thiazol-2-amine C(C)(C)(C)C1=C(N=C(S1)NC1=NC=CC(=C1)C)C1=NC=CC=C1